N-(6-amino-5-ethyl-3-pyridyl)-2-[(2R,5S)-2-[2-(1-cyclopropyl-4-piperidyl)-1,3-benzothiazol-5-yl]-5-methyl-1-piperidyl]-2-oxo-acetamide NC1=C(C=C(C=N1)NC(C(=O)N1[C@H](CC[C@@H](C1)C)C=1C=CC2=C(N=C(S2)C2CCN(CC2)C2CC2)C1)=O)CC